C(C)(=O)OC(COC1=C(C=C(C=C1Cl)C(C)(C)C1=CC=C(C=C1)OCCCCl)Cl)CS(=O)(=O)CC 1-(2,6-dichloro-4-(2-(4-(3-chloropropoxy)phenyl)propan-2-yl)phenoxy)-3-(ethylsulfonyl)propan-2-yl acetate